1-(2-fluoro-4-methyl-5-(4,4,5,5-tetramethyl-1,3,2-dioxaborolan-2-yl)phenyl)-3-(3-(trifluoromethyl)phenyl)urea FC1=C(C=C(C(=C1)C)B1OC(C(O1)(C)C)(C)C)NC(=O)NC1=CC(=CC=C1)C(F)(F)F